[B].[Ti].[Mn].[Ni] nickel-manganese-titanium-boron